OCC1=C(C(=CC=C1)C)O 2-(hydroxymethyl)-6-methylphenol